C(CCCCCCCCC(=O)O)(=O)O.C(C(C)(C)C)OC(=O)C1=CC=C(O)C=C1 neopentylparaben sebacate